CC(CC)CCCC 3,6-dimethylhexane